CN1C(=C(C=CC1=O)C1=C(C=C(C=C1)NC([C@H](C(C1=CC=CC=C1)C1=CC=CC=C1)NC(=O)C1=CC=NN1C)=O)C(F)(F)F)C (S)-N-(1-((4-(1,2-dimethyl-6-oxo-1,6-dihydropyridin-3-yl)-3-(trifluoromethyl)phenyl)amino)-1-oxo-3,3-diphenylprop-2-yl)-1-methyl-1H-pyrazole-5-carboxamide